CS(=O)(=O)CCCCCN1C(C2=CC=CC=C2C1=O)=O 2-(5-(methylsulfonyl)pentyl)isoindoline-1,3-dione